methyl-paraben nicotinate C(C1=CN=CC=C1)(=O)O.COC(=O)C1=CC=C(O)C=C1